1-hydroxy-4-phosphono-oxy-2,2,6,6-tetramethylpiperidine ON1C(CC(CC1(C)C)OP(=O)(O)O)(C)C